C[Si](CC(C1=CC(=CC=C1)OC)C1=CC=NC=C1)(C1=CC=CC=C1)C 4-(2-(dimethyl-(phenyl)silyl)-1-(3-methoxyphenyl)ethyl)pyridine